FC(OC=1C(=NC(=NC1)N1CCC2(CN3N([C@@H](CC3)C3=CC(=CC(=C3)F)F)C2=O)CC1)C)F (S)-1-(5-(difluoromethoxy)-4-methylpyrimidin-2-yl)-7'-(3,5-difluorophenyl)dihydro-1'H,3'H,5'H-spiro[piperidine-4,2'-pyrazolo[1,2-a]pyrazol]-1'-one